4-{[3-methoxy-4-(1-methyl-1H-1,2,4-triazol-3-yl)pyridin-2-yl]amino}-6-[(4-methoxypyridin-2-yl)amino]-N-(2H3)methylpyridazine-3-carboxamide COC=1C(=NC=CC1C1=NN(C=N1)C)NC1=C(N=NC(=C1)NC1=NC=CC(=C1)OC)C(=O)NC([2H])([2H])[2H]